6-(7,8-dimethyl-3-(trifluoromethyl)-[1,2,4]triazolo[4,3-b]pyridazin-6-yl)-3-(1H-indol-1-yl)-5,6,7,8-tetrahydro-1,6-naphthyridine CC1=C(C=2N(N=C1N1CC=3C=C(C=NC3CC1)N1C=CC3=CC=CC=C13)C(=NN2)C(F)(F)F)C